Dimethyl dithiophosphate P(=S)(SC)(OC)[O-]